(1S,4R,5S)-4-(2-((tert-butyloxycarbonyl)amino)-3-methoxy-3-oxopropyl)-2-azabicyclo[3.1.0]hexane-2-carboxylic acid tert-butyl ester C(C)(C)(C)OC(=O)N1[C@H]2C[C@H]2[C@H](C1)CC(C(=O)OC)NC(=O)OC(C)(C)C